tert-butyl (2-nitro-5-(4,4,5,5-tetramethyl-1,3,2-dioxaborolan-2-yl)phenyl)carbamate [N+](=O)([O-])C1=C(C=C(C=C1)B1OC(C(O1)(C)C)(C)C)NC(OC(C)(C)C)=O